BrC(CNC1=NC(=NC(=N1)Cl)OC)C N-(2-bromopropyl)-4-chloro-6-methoxy-1,3,5-triazin-2-amine